3',6'-bis((4-vinylbenzyl)oxy)spiro[fluorene-9,9'-xanthene] C(=C)C1=CC=C(COC=2C=CC=3C4(C5=CC=C(C=C5OC3C2)OCC2=CC=C(C=C2)C=C)C2=CC=CC=C2C=2C=CC=CC24)C=C1